2-{bis[(4-methoxyphenyl)methyl]amino}pyridine-3-carboxaldehyde COC1=CC=C(C=C1)CN(C1=NC=CC=C1C=O)CC1=CC=C(C=C1)OC